O[C@H](C(=O)O)CC(=O)O (S)-hydroxysuccinic acid